(3R)-3-allyl-3-(5-chloro-2-methoxyphenyl)-6-(trifluoromethyl)indolin-2-one C(C=C)[C@]1(C(NC2=CC(=CC=C12)C(F)(F)F)=O)C1=C(C=CC(=C1)Cl)OC